NC1=NC=CC=C1C1=NC=2C(=NC(=CC2)C2=NN(N=C2)C(C)C)N1C1=CC=C(C=C1)CO (4-(2-(2-aminopyridin-3-yl)-5-(2-isopropyl-2H-1,2,3-triazol-4-yl)-3H-imidazo[4,5-b]pyridin-3-yl)phenyl)methanol